O=C1O[C@@H]2CN([C@H]1C2)C(=O)OCC2=CC=CC=C2 Phenylmethyl (1S,4S)-3-oxo-2-oxa-5-azabicyclo[2.2.1]heptane-5-carboxylate